N1=CC(=CC=C1)C1=CC(=NC=C1)NC1=NC(=NN2C1=C(C(=C2)C2=NN(C=C2)C)C)C=2N(C=CN2)C N-([3,4'-Bipyridin]-2'-yl)-5-methyl-2-(1-methyl-1H-imidazol-2-yl)-6-(1-methyl-1H-pyrazol-3-yl)pyrrolo[2,1-f][1,2,4]triazin-4-amine